tert-butyl (R)-(1-(4-(6-bromopyrrolo[2,1-f][1,2,4]triazin-4-yl)-3-fluoro-2-methylphenyl)ethyl)carbamate BrC=1C=C2C(=NC=NN2C1)C1=C(C(=C(C=C1)[C@@H](C)NC(OC(C)(C)C)=O)C)F